tert-butyl 9-(3,3-difluoropiperidin-4-yl)-3,9-diazaspiro[5.5]undecane-3-carboxylate FC1(CNCCC1N1CCC2(CCN(CC2)C(=O)OC(C)(C)C)CC1)F